C(C)(=O)OCC(NCC(CC1=CC=CC=C1)=O)=O 2-Oxo-2-((2-oxo-3-phenylpropyl)amino)ethyl acetate